N-(5-(cis-3-aminocyclopentyl)-1-(tert-butyl)-1H-pyrazol-3-yl)-2-(3-methylisoxazol-5-yl)acetamide N[C@H]1C[C@H](CC1)C1=CC(=NN1C(C)(C)C)NC(CC1=CC(=NO1)C)=O